C(CCCCCCCCCCC)OC1=C(C[N+]2(CC[N+](CC2)(CC2=C(C(=CC(=C2)CC)OC)OCCCCCCCCCCCC)[O-])[O-])C=C(C=C1OC)CC 1,4-Bis(2-dodecyloxy-5-ethyl-3-methoxybenzyl)piperazine-1,4-dioxide